4-methylthiazole-5-propionic acid CC=1N=CSC1CCC(=O)O